O=C1O[C@H](CC12CCN(CC2)C(=O)OC(C)(C)C)CCOS(=O)(=O)C2=CC=C(C)C=C2 tert-butyl (R)-1-oxo-3-(2-(tosyloxy) ethyl)-2-oxa-8-azaspiro[4.5]decane-8-carboxylate